5-{1-fluoro-3-hydroxy-7-[1-(2-methoxyethanesulfonyl)-2,5-dihydro-1H-pyrrol-3-yl]naphthalen-2-yl}-1λ6,2,5-thiadiazolidine-1,1,3-trione FC1=C(C(=CC2=CC=C(C=C12)C=1CN(CC1)S(=O)(=O)CCOC)O)N1CC(NS1(=O)=O)=O